(2S,3R,4R)-4-acetamido-3-(3-boronopropyl)pyrrolidine-2-carboxylic acid C(C)(=O)N[C@@H]1[C@H]([C@H](NC1)C(=O)O)CCCB(O)O